C1(CC1)C(C1=CC(=NC=C1)NC([C@H](C1CCC(CC1)(F)F)NC(OCCCC)=O)=O)NC(CCC(F)(F)F)=O butyl ((1S)-2-((4-(cyclopropyl(4,4,4-trifluorobutanamido)methyl)pyridin-2-yl)amino)-1-(4,4-difluorocyclohexyl)-2-oxoethyl)carbamate